Cl.NCC1(CCCCC1)CC1=NOC(N1)=O 3-(1-aminomethyl-cyclohexylmethyl)-4H-[1,2,4]oxadiazol-5-one hydrochloride